tert-butyl N-[(3R)-5-[(4-chlorophenyl)methyl]-8-fluoro-1,1,4-trioxo-7-(2H-tetrazol-5-yl)-2,3-dihydro-1λ6,5-benzothiazepin-3-yl]carbamate ClC1=CC=C(C=C1)CN1C([C@H](CS(C2=C1C=C(C(=C2)F)C=2N=NNN2)(=O)=O)NC(OC(C)(C)C)=O)=O